C(C(C)C)OC(=O)C=1NC2=CC=C(C=C2C1C=1N=NN(C1)CC1CCN(CC1)CC1=CC(=C(C=C1)OC=1C=CC2=C(CCO2)C1)C(C)C)F 3-(1-((1-(4-((2,3-dihydrobenzofuran-5-yl)oxy)-3-isopropylbenzyl)piperidin-4-yl)methyl)-1H-1,2,3-triazol-4-yl)-5-fluoro-1H-indole-2-carboxylic acid isobutyl ester